ClC=1C=C(C=CC1)CN(C(CC1=NC=CN=C1)=O)C1=CC=C(C=C1)C=1C=NNC1 N-[(3-chlorophenyl)methyl]-2-pyrazin-2-yl-N-[4-(1H-pyrazol-4-yl)phenyl]acetamide